phenylether phosphate P(=O)(O)(O)O.C1(=CC=CC=C1)OC1=CC=CC=C1